spiro[acridine-9,9'-fluoren] C1=CC=CC=2C3=CC=CC=C3C3(C12)C1=CC=CC=C1NC=1C=CC=CC13